S(=O)(=N)(Cl)Cl Sulfonimidoyl chloride